COC(C1=C(C(=CC(=C1)Cl)CCN)OC)=O.ClC=1C=C(N)C=C(C1OC=1N=NC(=C(C1)C1CCC1)Cl)Cl 3,5-Dichloro-4-((6-chloro-5-cyclobutylpyridazin-3-yl)oxy)aniline methyl-3-(2-aminoethyl)-5-chloro-2-methoxybenzoate